C(C1=C(C(=O)[O-])C(C(=O)[O-])=C(C(=O)[O-])C(C(=O)[O-])=C1C(=O)OCC=C)(=O)OCC=C diallyl mellitate